C(C)OC(CNC(=O)OC(C)(C)C)=O Bocglycine ethyl ester